NC1=CC=C(N=N1)C1CCN(CC1)C(=O)C1=CC(=C(C=C1)Br)C [4-(6-amino-pyridazin-3-yl)-piperidin-1-yl]-(4-bromo-3-methyl-phenyl)-methanone